(rac)-1-(5-(7-bromo-1H-benzo[d]imidazole-4-carbonyl)-2-(4-cyclopropylphenyl)-2,3,4,5,5a,6,8,9-octahydro-7H-10-oxa-1,2,5,7-tetraazacycloocta[cd]inden-7-yl)prop-2-en-1-one BrC1=CC=C(C2=C1NC=N2)C(=O)N2[C@@H]1C=3C(=NN(C3CC2)C2=CC=C(C=C2)C2CC2)OCCN(C1)C(C=C)=O |r|